P(OC1CCCCC1)([O-])([O-])=S cyclohexyl phosphorothioate